FC(C(=O)O)(F)F.FC=1C=2N(C=C(C1)NC(=O)N1CC(C=3C1=NC=CC3N3CCNCC3)C)C=C(N2)C N-(8-fluoro-2-methylimidazo[1,2-a]pyridin-6-yl)-3-methyl-4-(piperazin-1-yl)-2,3-dihydro-1H-pyrrolo[2,3-b]pyridine-1-carboxamide 2,2,2-trifluoroacetate